C(C(C)C)N1CCC2(CC1)OC=1C=C(C=CC1C=1N=C(SC12)NC(=O)C=1C(=NC=NC1OC)OC)C(F)(F)F N-(1'-isobutyl-7-(trifluoromethyl)spiro[chromeno[4,3-d]thiazole-4,4'-piperidin]-2-yl)-4,6-dimethoxypyrimidine-5-carboxamide